C(=O)(OC(C)(C)C)N[C@@H](CC1=CNC2=CC(=CC=C12)C)C(=O)O |r| Boc-6-methyl-DL-tryptophan